3-chloro-5-(trifluoromethyl)benzoyl chloride ClC=1C=C(C(=O)Cl)C=C(C1)C(F)(F)F